C(C(C)C)C1CC=C(C(C1)C)CCC=O 3-(4-isobutyl-6-methyl-cyclohexen-1-yl)propanal